4-[[2-[3-(Morpholinomethyl)-1H-indazol-6-yl]acetyl]amino]-N-(2,2,2-trifluoro-1,1-dimethyl-ethyl)pyridine-2-carboxamide O1CCN(CC1)CC1=NNC2=CC(=CC=C12)CC(=O)NC1=CC(=NC=C1)C(=O)NC(C(F)(F)F)(C)C